FC(C(=O)O)(F)F.NC=1N=CC(=NC1C1=CN=C(O1)C)C=1C=C(C=CC1C([2H])([2H])[2H])S(=O)(=O)NC12CCC(C1)(C2)C#N 3-(5-Amino-6-(2-methyloxazol-5-yl)pyrazin-2-yl)-N-(4-cyanobicyclo[2.1.1]hexan-1-yl)-4-(methyl-d3)benzenesulfonamide trifluoroacetate salt